3-methylpyridin-2-one CC=1C(NC=CC1)=O